C[C@@H]1[C@H](CNC1)NC(OC(C)(C)C)=O tert-butyl N-[(3R,4S)-4-methylpyrrolidin-3-yl]carbamate